CC1CCN(CC1)CC1=CC=C(C=C1)NC=1N=C(C2=C(N1)NC=C2C2=CC=C(C=C2)S(=O)(=O)N(C)C)C2=CC=C(C=C2)S(=O)(=O)N(C)C 4,4'-(2-((4-((4-methylpiperidin-1-yl)methyl)phenyl)amino)-7H-pyrrolo[2,3-d]pyrimidine-4,5-diyl)bis(N,N-dimethyl-benzenesulfonamide)